2-chloro-N-(3-((4-((1-cycloheptylpiperidin-4-yl)(methyl)amino)-6,7-dimethoxyquinazolin-2-yl)amino)propyl)acetamide ClCC(=O)NCCCNC1=NC2=CC(=C(C=C2C(=N1)N(C)C1CCN(CC1)C1CCCCCC1)OC)OC